IC1=C(C=CC=C1)NC(=O)C1=NC(=CC=2C3=CC=CC=C3NC12)C(=O)OC 1-((2-iodophenyl)carbamoyl)-3-methoxycarbonyl-β-carboline